N-[r-(Cyanomethyl-carbamoyl)-cyclohexyl]-4-(4-ethyl-piperazin-1-yl)-benzamide C(#N)CNC(=O)C1(CCCCC1)NC(C1=CC=C(C=C1)N1CCN(CC1)CC)=O